C(C)(C)(C)OC(=O)NCCC([C@@H](C(=O)O)NC(=O)OC1=CC=CC=C1)(C)C (2S)-5-(tert-butoxycarbonylamino)-3,3-dimethyl-2-(phenoxycarbonylamino)pentanoic acid